dimethylphenyl-(4-methoxybenzyl)ammonium tetrakis(pentafluorophenyl)borate FC1=C(C(=C(C(=C1[B-](C1=C(C(=C(C(=C1F)F)F)F)F)(C1=C(C(=C(C(=C1F)F)F)F)F)C1=C(C(=C(C(=C1F)F)F)F)F)F)F)F)F.C[N+](CC1=CC=C(C=C1)OC)(C1=CC=CC=C1)C